((trisilyl)methyl)magnesium chloride [SiH3]C([SiH3])([SiH3])[Mg]Cl